C(C)(=O)NC(C)C1=CC=C(C=C1)NC1=NC=NC2=CC(=C(C=C12)OCCCN(CCCC)CCCC)OC 4-[4-(1-acetamidoethyl)phenylamino]-7-methoxy-6-(3-(dibutylamino)propoxy)quinazoline